N(=[N+]=[N-])C1=CC=C2COC(C2=C1)=O 6-azidoisobenzofuran-1(3H)-one